C(C(CC(CCC(=O)O)C(=O)O)C(=O)O)C(=O)O 1,2,4,6-Hexanetetracarboxylic acid